C(C)(C)(C)N1N=CC(=C1)NC(CC1=CC(=C(C=C1)OC1=CC=NC2=CC=C(C=C12)B1OC(C(O1)(C)C)(C)C)C)=O N-(1-(tert-butyl)-1H-pyrazol-4-yl)-2-(3-methyl-4-((6-(4,4,5,5-tetramethyl-1,3,2-dioxaborolan-2-yl)quinolin-4-yl)oxy)phenyl)acetamide